tert-butyl (3-((1-(2-(3-chlorophenyl)-6-(1-(tetrahydro-2H-pyran-2-yl)-1H-pyrazol-4-yl)pyridin-4-yl)ethyl)carbamoyl)-4-methylbenzyl)carbamate ClC=1C=C(C=CC1)C1=NC(=CC(=C1)C(C)NC(=O)C=1C=C(CNC(OC(C)(C)C)=O)C=CC1C)C=1C=NN(C1)C1OCCCC1